5-[2-(2-hydroxyacetamido)imidazo[1,2-b]pyridazin-6-yl]-2-methoxypyridine-3-carboxamide OCC(=O)NC=1N=C2N(N=C(C=C2)C=2C=C(C(=NC2)OC)C(=O)N)C1